ClC=1N=NC(=CC1[C@@H]1[C@H](C1)COC)C=1C(=NC(=NC1)OC)OC 3-chloro-6-(2,4-dimethoxypyrimidin-5-yl)-4-((1S,2S)-2-(methoxymethyl)cyclopropyl)pyridazine